8-(2-Amino-[1,2,4]triazolo[1,5-a]pyridin-7-yl)-2-(2-fluoro-5-(trifluoromethoxy)benzyl)-2,3,4,5-tetrahydro-1H-benzo[c]azepin-1-one NC1=NN2C(C=C(C=C2)C=2C=CC3=C(C(N(CCC3)CC3=C(C=CC(=C3)OC(F)(F)F)F)=O)C2)=N1